C(C)(C)(C)OC(C(CCC[C@H]1[C@@H](C1)CO)(C)C)=O 5-((1R,2R)-2-(hydroxymethyl)cyclopropyl)-2,2-dimethylpentanoic acid tert-butyl ester